4-(1-(5-Bromoquinolin-6-yl)-1H-imidazol-4-yl)-N-(1-(methyl-sulfonyl)piperidin-4-yl)-5-(trifluoromethyl)-pyrimidin-2-amine BrC1=C2C=CC=NC2=CC=C1N1C=NC(=C1)C1=NC(=NC=C1C(F)(F)F)NC1CCN(CC1)S(=O)(=O)C